C(C1=CC=CC=C1)OC=1C=NC(=NC1)N1CCC2(CCN(C2=O)C(C)(C)C)CC1 8-(5-Benzyloxypyrimidin-2-yl)-2-tert-butyl-2,8-diazaspiro[4.5]decan-1-one